4-((2S,5R)-4-((4-chlorophenyl)((S)-2,2-difluorocyclopropyl)methyl)-2,5-dimethylpiperazin-1-yl)-2-methyl-1-(((S)-tetrahydrofuran-2-yl)methyl)-1H-[1,2,4]triazolo[3,4-b]purine ClC1=CC=C(C=C1)C(N1C[C@@H](N(C[C@H]1C)C=1C=2N=C(N(C2N2C(N1)=NN=C2)C[C@H]2OCCC2)C)C)[C@H]2C(C2)(F)F